C(CCC)OCCCN Butoxypropylamine